(S)-(3-Aminopyrrolidin-1-yl)(4-(pyridin-2-ylmethyl)-3,4-dihydroquinoxaline-1(2H)-yl)methanone N[C@@H]1CN(CC1)C(=O)N1CCN(C2=CC=CC=C12)CC1=NC=CC=C1